CN1CCCCC1CCN2C3=CC=CC=C3SC4=C2C=C(C=C4)SC The molecule is a phenothiazine derivative having a methylsulfanyl subsitituent at the 2-position and a (1-methylpiperidin-2-yl)ethyl] group at the N-10 position. It has a role as a serotonergic antagonist, a H1-receptor antagonist, an alpha-adrenergic antagonist, a dopaminergic antagonist, a first generation antipsychotic, an EC 3.4.21.26 (prolyl oligopeptidase) inhibitor and an EC 1.8.1.12 (trypanothione-disulfide reductase) inhibitor. It is a member of phenothiazines and a member of piperidines. It contains a methylsulfanyl group.